Methyl-(5RS)-methyl-2-(4-methylbenzyl)-3-oxo-2,3,5,6,7,8-hexahydro[1,2,4]triazolo[4,3-a]pyridine-5-carboxylate COC(=O)[C@]1(CCCC=2N1C(N(N2)CC2=CC=C(C=C2)C)=O)C |r|